6-(2,6-Dichloro-4-nitrophenoxy)-2-ethyl-3,4-dihydroisoquinolin-1(2H)-one-5-d methyl-3'-chloro-6-(3-(4-(2-(pyridin-3-yl)acetamido)phenoxy)azetidin-1-yl)-[1,1'-biphenyl]-2-carboxylate COC(=O)C=1C(=C(C=CC1)N1CC(C1)OC1=CC=C(C=C1)NC(CC=1C=NC=CC1)=O)C1=CC(=CC=C1)Cl.ClC1=C(OC2=C(C=3CCN(C(C3C=C2)=O)CC)[2H])C(=CC(=C1)[N+](=O)[O-])Cl